OCC=1C[C@H]2[C@@H](C(OC=3C=C(C=C(C23)O)C(C)(CCCCCCC)C)(C)C)CC1 (6As,10aS)-9-(hydroxymethyl)-6,6-dimethyl-3-(2-methylnonan-2-yl)-6a,7,10,10a-tetrahydrobenzo[c]chromen-1-ol